1-(4-(2,6-bis(benzyloxy)pyridin-3-yl)-2-methoxyphenyl)piperidine-4-carboxylic acid ethyl ester C(C)OC(=O)C1CCN(CC1)C1=C(C=C(C=C1)C=1C(=NC(=CC1)OCC1=CC=CC=C1)OCC1=CC=CC=C1)OC